FCCCN1C[C@H](CC1)NC1=NC=CN=C1 N-((S)-1-(3-fluoropropyl)pyrrolidin-3-yl)pyrazin-2-amine